BrC=1C=C(C(=NC1)CBr)OC 5-bromo-2-(bromomethyl)-3-methoxypyridine